C(C)OC(C(CCC=C)(C)C)=O 2,2-dimethyl-hex-5-enoic acid ethyl ester